NC1=NC(=C(C(=N1)N)C#N)N[C@@H](C)C1=CN(C2=NC=CC(=C21)Cl)C=2SC=CC2 (S)-2,4-diamino-6-((1-(4-chloro-1-(thiophen-2-yl)-1H-pyrrolo[2,3-b]pyridin-3-yl)ethyl)amino)pyrimidine-5-carbonitrile